3,4,5-trimethoxyphenethylamine COC=1C=C(CCN)C=C(C1OC)OC